(S)-4-(3-bromo-1H-pyrazolo[3,4-d]pyrimidin-4-yl)-3-methylpiperazine-1-carboxylic acid tert-butyl ester C(C)(C)(C)OC(=O)N1C[C@@H](N(CC1)C1=C2C(=NC=N1)NN=C2Br)C